[Cl-].N=C[NH2+]C 1-imino-N,N-dimethylammonium chloride